Cl.C(CCCCCC)C1OC2=CC(=CC=C2C(C1)NCC1=CC(=C(C=C1)F)F)OC 2-heptyl-4-(3,4-Difluorobenzylamino)-7-methoxychroman hydrochloride